C1(CC1)[C@H](C1=NC=2N(C=C1)C=C(N2)[C@@H](NC(=O)C2=CC=NN2C(C)C)C2CCC(CC2)(F)F)NC(CCC(F)(F)F)=O |o1:3| N-((S)-(7-((R*)-Cyclopropyl(4,4,4-trifluorobutanamido)methyl)imidazo[1,2-a]pyrimidin-2-yl)(4,4-difluorocyclohexyl)methyl)-1-isopropyl-1H-pyrazole-5-carboxamide